FC=1C(=C(C=CC1F)[C@H]1[C@H](O[C@@]([C@H]1C)(C)C(F)F)C(=O)NC1=CC(=NC=C1)C(=O)N)OC (2S,3S,4S,5R)-4-[[3-(3,4-difluoro-2-methoxy-phenyl)-5-(difluoromethyl)-4,5-dimethyl-tetrahydrofuran-2-carbonyl]amino]pyridine-2-carboxamide